2,2-dimethyl-4H-naphtho[1,2-d][1,3]dioxin-4-one CC1(OC(C2=C(O1)C1=CC=CC=C1C=C2)=O)C